(4-(4-acetylpiperazin-1-yl)-3-methoxyphenyl)-5-(4-methoxybenzyl)-8-(6-methoxypyridin-3-yl)-1,5-dihydro-4H-[1,2,3]triazolo[4,5-c]quinolin-4-one C(C)(=O)N1CCN(CC1)C1=C(C=C(C=C1)N1N=NC=2C(N(C=3C=CC(=CC3C21)C=2C=NC(=CC2)OC)CC2=CC=C(C=C2)OC)=O)OC